(S)-tert-butyl 2-(2-(1-isopropyl-1H-pyrazole-4-carbonyl)-6-(3-methyl-1H-pyrrolo[2,3-b]Pyridin-5-yl)-1,2,3,4-tetrahydroisoquinolin-8-yl)pyrrolidine-1-carboxylate C(C)(C)N1N=CC(=C1)C(=O)N1CC2=C(C=C(C=C2CC1)C=1C=C2C(=NC1)NC=C2C)[C@H]2N(CCC2)C(=O)OC(C)(C)C